1-cyclopropyl-5-(trifluoromethyl)-1H-pyrazole-4-carboxylic acid ethyl ester C(C)OC(=O)C=1C=NN(C1C(F)(F)F)C1CC1